methyl 5-{2-[5-fluoro-2-(3-methoxy-benzenesulfonamido)phenyl]ethynyl}-3-methylpyridine-2-carboxylate FC=1C=CC(=C(C1)C#CC=1C=C(C(=NC1)C(=O)OC)C)NS(=O)(=O)C1=CC(=CC=C1)OC